carboxyl-butene tert-butyl-4-(4,4,5,5-tetramethyl-1,3,2-dioxaborolan-2-yl)-5,6-dihydropyridine-1(2H)-carboxylate C(C)(C)(C)OC(=O)N1CC=C(CC1)B1OC(C(O1)(C)C)(C)C.C(=O)(O)C=CCC